1-dodecyl-4-butylpyridinium fluoride salt [F-].C(CCCCCCCCCCC)[N+]1=CC=C(C=C1)CCCC